ClC1=C(C=NC2=CC=C3C(=CC(OC3=C2)=O)C)C(=CC=C1)O 7-((2-chloro-6-hydroxybenzylidene)amino)-4-methyl-coumarin